CC1(C2=C(C=CC(=C2OC)OC)C3=C4C1=NC=CC4=CC(=C3)OC)O The molecule is an aporphine alkaloid that is 7-methyldibenzo[de,g]quinolin-7-ol carrying three additional methoxy substituents at positions 2, 8 and 9. It has a role as a plant metabolite. It is an aporphine alkaloid, a polyether, an aromatic ether and a tertiary alcohol.